S1C(=NC2=C1C=CC=C2)N2CCCC2 benzothiazol-2-ylpyrrolidin